tert-butyl (S)-2-(5-(azetidin-1-ylsulfonyl)-2-(3-((tert-butyldimethylsilyl)oxy)pyrrolidin-1-yl)-6-hydroxypyridin-3-yl)-1H-indole-1-carboxylate N1(CCC1)S(=O)(=O)C=1C=C(C(=NC1O)N1C[C@H](CC1)O[Si](C)(C)C(C)(C)C)C=1N(C2=CC=CC=C2C1)C(=O)OC(C)(C)C